O1C(OC=C1)CCSC1=NNC(=N1)NC(=O)C1=CC2=C(OCO2)C=C1 N-(3-((2-(1,3-dioxol-2-yl)ethyl)thio)-1H-1,2,4-triazol-5-yl)benzo[d][1,3]dioxol-5-carboxamide